N1=C2N(CCC1)CCCC2 3,4,6,7,8,9-hexahydro-2H-pyrido[1,2-a]pyrimidine